NC1=CC(=C(C(=O)N[C@H]2[C@H](CN(CC2)CCCCCC(=O)N(C)C2CCN(CC2)CCCCCCCC(=O)O)OC)C=C1Cl)OC 8-(4-(6-((3s,4r)-4-(4-amino-5-chloro-2-methoxybenzamido)-3-methoxypiperidin-1-yl)-N-methylhexanamido)piperidin-1-yl)octanoic acid